8-QUINOLINESULFONAMIDE N1=CC=CC2=CC=CC(=C12)S(=O)(=O)N